C(=O)(O)[C@@H](O)[C@H](O)C(=O)O.N[C@]1(CN(CCC1)C=1C=NC(=CC1CN1C2=NC=NC(=C2N=C1)N)C1=C(C=C(C(=C1)F)OC)F)[C@@H](C(F)F)O (S)-1-((R)-3-amino-1-(4-((6-amino-9H-purin-9-yl)methyl)-6-(2,5-difluoro-4-methoxyphenyl)pyridin-3-yl)-piperidin-3-yl)-2,2-difluoroethan-1-ol D-tartrate